O(C)C1[C@H]2CCC([C@@](C1)(N2C)O)OC 6-methoxyl-methoxytropanol